8-methyl-7-((2-methyl-1H-benzo[d]imidazol-6-yl)oxy)-2-(1-((1-methylpiperidin-4-yl)methyl)-1H-pyrazol-4-yl)quinoxaline CC=1C(=CC=C2N=CC(=NC12)C=1C=NN(C1)CC1CCN(CC1)C)OC=1C=CC2=C(NC(=N2)C)C1